C(C1=CC=CC=C1)N1N=CC(=C1)C=1C(=CC(N(C1)C)=O)C1=CC=C(C=C1)Cl 5-(1-benzyl-1H-pyrazol-4-yl)-4-(4-chlorophenyl)-1-methyl-pyridin-2(1H)-one